n-octadecylmethyl-diethoxysilane dimethyl-8-[(1-methyl-4-piperidyl)amino]pentadecanedioate COC(CCCCCCC(CCCCCCC(=O)OC)NC1CCN(CC1)C)=O.C(CCCCCCCCCCCCCCCCC)[Si](OCC)(OCC)C